1-((2R,5R)-2-(3-(5-aminopyrimidin-2-yl)-5-chlorophenyl)-4-(cyclopropanecarbonyl)-5-methylpiperazin-1-yl)prop-2-en-1-one NC=1C=NC(=NC1)C=1C=C(C=C(C1)Cl)[C@H]1N(C[C@H](N(C1)C(=O)C1CC1)C)C(C=C)=O